4-ACETYL-3-METHYL-1H-PYRROLE-2-CARBALDEHYDE C(C)(=O)C=1C(=C(NC1)C=O)C